2-(2-[3-(3-Bromo-4-hydroxy-phenyl)-2-hydroxyimino-propionylamino]-ethyldisulfanyl)-ethyl-ammonium BrC=1C=C(C=CC1O)CC(C(=O)NCCSSCC[NH3+])=NO